BrNC(CCC(=O)N)=O N-Bromosuccinamid